2-(2-(2,6-Dioxopiperidin-3-yl)-1,3-dioxoisoindolin-4-yloxy)-N-(6-(2-((1E,3E)-4-(6-(methylamino)pyridin-3-yl)buta-1,3-dienyl)benzo[d]thiazol-6-yloxy)hexyl)acetamide O=C1NC(CCC1N1C(C2=CC=CC(=C2C1=O)OCC(=O)NCCCCCCOC1=CC2=C(N=C(S2)\C=C\C=C\C=2C=NC(=CC2)NC)C=C1)=O)=O